C(C)(C)(C)OC(CC1=C(C(=CC(=C1)C)OP(=O)(OC(C)(C)C)OC(C)(C)C)C(CC(=O)OCCl)(C)C)=O chloromethyl 3-(2-(2-(tert-butoxy)-2-oxoethyl)-6-((di-tert-butoxyphosphoryl)oxy)-4-methylphenyl)-3-methylbutanoate